BrC1=C(C=CC=C1CO)CO [2-Bromo-3-(hydroxymethyl)phenyl]methanol